BrCC1=C(C=CC=C1Cl)Cl 2-(Bromomethyl)-1,3-dichlorobenzene